N=C1C(OC2=CC=CC=C2C1)=O Iminocumarin